6-bromo-1-(4-decyltetradecyl)-1H-pyrrolo[2,3-b]pyridine-2,3-dione BrC1=CC=C2C(=N1)N(C(C2=O)=O)CCCC(CCCCCCCCCC)CCCCCCCCCC